(4-(4-(4-(2-(dimethylamino)ethyl)piperazine-1-carbonyl)-2-(4-(trifluoromethyl)phenyl)oxazol-5-yl)phenyl)acetamide CN(CCN1CCN(CC1)C(=O)C=1N=C(OC1C1=CC=C(C=C1)CC(=O)N)C1=CC=C(C=C1)C(F)(F)F)C